tert-butyl (2S,4S)-4-(((benzyloxy)carbonyl)amino)-2-((difluoromethoxy)methyl)pyrrolidine-1-carboxylate C(C1=CC=CC=C1)OC(=O)N[C@H]1C[C@H](N(C1)C(=O)OC(C)(C)C)COC(F)F